ClC=1C(=CC2=C(C=C(C(O2)C(F)(F)F)C(=O)O)C1)OC1=CC=C(C=C1)[N+](=O)[O-] 6-chloro-7-(4-nitrophenoxy)-2-trifluoromethyl-2H-1-benzopyran-3-carboxylic acid